(2R,3S)-3-(4,4-diethyl-2-imino-6-oxo-hexahydropyrimidin-1-yl)-N-[(3S,4R)-3-hydroxy-3-methyl-chroman-4-yl]-2-(methoxymethyl)-2-methyl-3H-benzofuran-5-carboxamide C(C)C1(NC(N(C(C1)=O)[C@@H]1[C@](OC2=C1C=C(C=C2)C(=O)N[C@H]2[C@](COC1=CC=CC=C21)(C)O)(C)COC)=N)CC